1,8-diphenylfluorene C1(=CC=CC=C1)C1=CC=CC=2C3=CC=CC(=C3CC12)C1=CC=CC=C1